2-[(2-aminoethyl)thio]-N,N-dimethylethylamine NCCSCCN(C)C